3-bromo-N-(3,3-difluorocyclobutyl)-2-(methoxymethyl)pyrazolo[1,5-a]pyrimidine-7-carboxamide BrC=1C(=NN2C1N=CC=C2C(=O)NC2CC(C2)(F)F)COC